carboxyuracil C1=CN(C(=O)NC1=O)C(=O)O